N,N-dimethyl-2-[3-methyl-6-(m-tolyl)-2-oxo-imidazo[4,5-b]pyridin-1-yl]acetamide tert-butyl-(2S)-2-[(3-tert-butoxy-3-oxo-propoxy)methyl]pyrrolidine-1-carboxylate C(C)(C)(C)OC(=O)N1[C@@H](CCC1)COCCC(=O)OC(C)(C)C.CN(C(CN1C(N(C2=NC=C(C=C21)C=2C=C(C=CC2)C)C)=O)=O)C